(2R,3R)-1-((R)-tert-butylsulfinyl)-3-methylaziridine-2-carboxylic acid C(C)(C)(C)[S@@](=O)N1[C@H]([C@H]1C)C(=O)O